4-Chloro-N-((R)-2-(((S)-11-oxo-2,3,10,11-tetrahydro-1H,5H-benzo[d]pyrazolo[1,2-a][1,2]diazepin-10-yl)carbamoyl)butyl)-2-(6-(trifluoromethyl)pyridin-3-yl)thiazole-5-carboxamide ClC=1N=C(SC1C(=O)NC[C@@H](CC)C(N[C@H]1C2=C(CN3N(C1=O)CCC3)C=CC=C2)=O)C=2C=NC(=CC2)C(F)(F)F